(11Z)-11-octadecenoic acid C(CCCCCCCCC\C=C/CCCCCC)(=O)O